4-(2-hydroxy-3-((1,2,3,4-tetrahydroacridin-9-yl)amino)piperazin-1-yl)(4-methoxyphenyl)methanone OC1N(CCNC1NC=1C2=CC=CC=C2N=C2CCCCC12)C1(CC=C(C=C1)C=O)OC